C(CCC)(=O)O[C@@H](CC(=O)O[C@@H]1[C@@H]2[C@H](OC1)[C@@H](CO2)OC(C[C@@H](C)OC(CCC)=O)=O)C [(3S,3aR,6R,6aR)-6-[(3R)-3-butanoyloxybutanoyl]oxy-2,3,3a,5,6,6a-hexahydrofuro[3,2-b]furan-3-yl] (3R)-3-butanoyloxybutanoate